3-(3-phenylimidazo[1,2-b]pyridazin-6-yl)aniline C1(=CC=CC=C1)C1=CN=C2N1N=C(C=C2)C=2C=C(N)C=CC2